ClC1=C(C(=CC=C1Cl)F)[C@]1(CN(CC1)C(C=C)=O)NC=1C=CC2=C(N(N=C2C1)C)C (R)-1-(3-(2,3-Dichloro-6-fluorophenyl)-3-((2,3-dimethyl-2H-indazol-6-yl)amino)pyrrolidin-1-yl)prop-2-en-1-one